(2R,3S)-3-((5-fluoro-2-(2-methoxy-7-methylquinoxalin-5-yl)benzo[d]thiazol-6-yl)oxy)butan-2-yl (2-(methylcarbamoyl)pyridin-4-yl)carbamate CNC(=O)C1=NC=CC(=C1)NC(O[C@H](C)[C@H](C)OC1=CC2=C(N=C(S2)C2=C3N=CC(=NC3=CC(=C2)C)OC)C=C1F)=O